FC(C(=O)N[C@H](C(=O)O)C(C)C)(F)F (S)-2-(2,2,2-trifluoro-acetylamino)-3-methylbutyric acid